((3S,4R)-3-amino-4-fluoropiperidin-1-yl)(6-fluoro-5-(trifluoromethoxy)-1H-indol-2-yl)methanone N[C@H]1CN(CC[C@H]1F)C(=O)C=1NC2=CC(=C(C=C2C1)OC(F)(F)F)F